1-[3-hydroxy-2-(5H-imidazo[1,5-b]isoindol-5-yl)-7-azaspiro[3.5]nonan-7-yl]-2-(5-methylisoxazol-3-yl)ethanone OC1C(CC12CCN(CC2)C(CC2=NOC(=C2)C)=O)C2N1C(C=3C=CC=CC23)=CN=C1